(Z)-3-((2'-iodo-6,6'-dimethyl-[1,1'-biphenyl]-2-yl)oxy)-2-butenoic acid tert-butyl ester C(C)(C)(C)OC(\C=C(\C)/OC1=C(C(=CC=C1)C)C1=C(C=CC=C1C)I)=O